tert-butyl 3-(2-chloro-N-(4-(trifluoromethyl) benzyl) acetamido)-3-cyanoazetidine-1-carboxylate ClCC(=O)N(CC1=CC=C(C=C1)C(F)(F)F)C1(CN(C1)C(=O)OC(C)(C)C)C#N